CS(=O)(=O)N1CCC(CC1)NC1=NN2C(C=CC(=C2OCC(C(F)F)(F)F)C=2C=NNC2)=N1 N-(1-(Methylsulfonyl)piperidin-4-yl)-6-(1H-pyrazol-4-yl)-5-(2,2,3,3-tetrafluoropropoxy)-[1,2,4]triazolo[1,5-a]pyridin-2-amine